FC1(CC(NC1)C=1N=CN(C1)C1=C(C=C(C=N1)NC(CN1N=C(C=C1C)C(F)(F)F)=O)F)F N-(6-(4-(4,4-difluoropyrrolidin-2-yl)-1H-imidazol-1-yl)-5-fluoropyridin-3-yl)-2-(5-methyl-3-(trifluoromethyl)-1H-pyrazol-1-yl)acetamide